C(C1=CC=CC=C1)N(C1=CC=C2C(=CC(=NC2=C1)Cl)Cl)CC1=CC=CC=C1 N,N-dibenzyl-2,4-dichloroquinolin-7-amine